2-(4-methyl-1H-pyrazol-1-yl)ethan-1-amine CC=1C=NN(C1)CCN